allylbenzofuran C(C=C)C=1OC2=C(C1)C=CC=C2